FC1=CC=C(C=C1)/C=C/C(=O)C1=CC=C(C=C1)CCCC(=O)O 4-[4-[(E)-3-(4-Fluorophenyl)prop-2-enoyl]phenyl]butanoic acid